O=C1NC(CCC1N1C(C2=CC=C(C=C2C1=O)OC1CCN(CC1)CC1CCN(CC1)CC=1C=C(OCCN2C=CC3=CC=C(C=C23)C(=O)NO)C=CC1)=O)=O 1-(2-(3-((4-((4-((2-(2,6-dioxopiperidin-3-yl)-1,3-dioxoisoindolin-5-yl)oxy)piperidin-1-yl)methyl)piperidin-1-yl)methyl)phenoxy)ethyl)-N-hydroxy-1H-indole-6-carboxamide